C(C1=CC=CC=C1)OC=1C=C(C=CC1)C1=NN(C2=NC=NC(=C21)N)C(C)C 3-(3-(benzyloxy)phenyl)-1-isopropyl-1H-pyrazolo[3,4-d]pyrimidin-4-amine